C1(=CC=CC=C1)C1=NC(=CC=C1C1=C(C(=C(C#N)C(=C1N1C2=C(C=3C=CC=CC13)N=CC=C2)N2C1=C(C=3C=CC=CC23)N=CC=C1)N1C2=C(C=3C=CC=CC13)N=CC=C2)N2C1=C(C=3C=CC=CC23)N=CC=C1)C1=CC=CC=C1 4-(2,6-diphenylpyridin-3-yl)-2,3,5,6-tetrakis(5H-pyrido[3,2-b]indol-5-yl)benzonitrile